N1C(=CC=C1)C(=O)C1=CC=C(C=C1)C1(CC1)C(F)(F)F (1H-pyrrol-2-yl)(4-(1-(trifluoromethyl)cyclopropyl)phenyl)methanone